2-(2-Aminopyridin-3-yl)-3-(4-(chloromethyl)phenyl)-3H-imidazo[4,5-b]pyridine-5-carbonitrile NC1=NC=CC=C1C1=NC=2C(=NC(=CC2)C#N)N1C1=CC=C(C=C1)CCl